(2R)-Ethyl 1-(4-bromo-3-(trifluoromethyl) benzoyl)-2-methyl-5-oxopiperidine-4-carboxylate BrC1=C(C=C(C(=O)N2[C@@H](CC(C(C2)=O)C(=O)OCC)C)C=C1)C(F)(F)F